ClC1=C2C=C(NC2=CC=C1)C(=O)N1CC2(CC1C(=O)N[C@H](C(=O)OC)C[C@H]1C(NCCC1)=O)CCCCC2 (2S)-methyl 2-(2-(4-chloro-1H-indole-2-carbonyl)-2-azaspiro[4.5]decane-3-carboxamido)-3-((S)-2-oxopiperidin-3-yl)propanoate